((R)-2-(2-hydroxypropan-2-yl)azetidin-1-yl)methanone racemic-methyl-4-((1S*,2R*)-5,5-difluoro-2-hydroxycyclohexyl)benzoate COC(C1=CC=C(C=C1)[C@H]1[C@@H](CCC(C1)(F)F)O)=O.OC(C)(C)[C@@H]1N(CC1)C=O |&1:9,10|